NC1=NC(=CC(=N1)N1C(=NC2=C1C=CC(=C2)O)CC2=CC=NC=C2)C=2OC=CC2 1-[2-amino-6-(furan-2-yl)pyrimidin-4-yl]-2-(pyridin-4-ylmethyl)-1,3-benzodiazole-5-ol